FC1=C(C=C(C=C1)F)C=1NC=C(C1)F (2R,4S)-2-(2,5-difluorophenyl)-4-fluoropyrrole